ClC=1C(=C(C=CC1)N1CCN(CC1)C(CN1N=C(C2=C1C([C@@H]1[C@H]2C1)(F)F)C(=O)N1CCC(CC1)O)=O)C 1-(4-(3-chloro-2-methylphenyl)piperazin-1-yl)-2-((3bR,4aS)-5,5-difluoro-3-(4-hydroxypiperidine-1-carbonyl)-3b,4,4a,5-tetrahydro-1H-cyclopropa[3,4]cyclopenta[1,2-c]pyrazol-1-yl)ethanone